The molecule is a hydrochloride obtained by combining amantadine and hydrochloric acid in equimolar amounts. It has a role as a dopamine agonist, a NMDA receptor antagonist and an antiviral agent. It contains an adamantan-1-aminium. C1C2CC3CC1CC(C2)(C3)[NH3+].[Cl-]